BrC1=CC=CC(=N1)NC(=O)[C@H]1N(C[C@@H](C1)F)C(CN1N=C(C2=CC(=CC=C12)C=1C=NC(=NC1)C)C(CP(O)(O)=O)=O)=O (2-(1-(2-((2S,4R)-2-((6-bromopyridin-2-yl)carbamoyl)-4-fluoropyrrolidin-1-yl)-2-oxoethyl)-5-(2-methylpyrimidin-5-yl)-1H-indazol-3-yl)-2-oxoethyl)phosphonic acid